4-[o-fluoro-p-N,N-bis(ethoxycarbonylmethyl)aminophenyl]-2,6-bis(trichloromethyl)-s-triazine FC1=C(C=CC(=C1)N(CC(=O)OCC)CC(=O)OCC)C1=NC(=NC(=N1)C(Cl)(Cl)Cl)C(Cl)(Cl)Cl